Cysteic acid (cysteate) N[C@@H](CS(=O)(O)=O)C(=O)O.N[C@@H](CS(=O)(O)=O)C(=O)O